(R)-1-((3aR,5S,6aR)-2,2-dimethyltetrahydrofuro[2,3-d][1,3]Dioxol-5-yl)-2-fluoroethyl acetate C(C)(=O)O[C@@H](CF)[C@@H]1C[C@@H]2[C@@H](OC(O2)(C)C)O1